C1(CCCCC1)C[C@@H](C(=O)N[C@@H](C[C@H]1C(NCC1)=O)C(C(=O)NC1CC1)O)NC(O)=O ((2S)-3-cyclohexyl-1-(((2S)-4-(cyclopropylamino)-3-hydroxy-4-oxo-1-((S)-2-oxopyrrolidin-3-yl)butan-2-yl)amino)-1-oxopropan-2-yl)carbamic acid